C(=O)=O (1R)-carbon dioxide